N1=CN=CC=2C1=NC(CC2)=O pyrido[2,3-d]pyrimidine-7-one